FC1(CN(C1)CCC=1C(=CC(N(C1)C(C(=O)O)CC(C)C)=O)C(F)(F)F)F 2-(5-(2-(3,3-difluoroazetidine-1-yl)ethyl)-2-oxo-4-(trifluoromethyl)pyridin-1(2H)-yl)-4-methylpentanoic acid